[C-]1(C=CC=C1)C1=C2C=C(C(C2=CC=2CC(CC12)(C)C)[Si](C)(C)C1C(=CC2=C(C=3CC(CC3C=C12)(C)C)[C-]1C=CC=C1)C)C.[CH-]1C=CC=C1.[Fe+2].[CH-]1C=CC=C1.[Fe+2] bis(4-ferrocenyl-2,6,6-trimethyl-1,5,6,7-tetrahydro-s-indacen-1-yl)dimethylsilane